(R)-N-(4-(3-aminopyrrolidin-1-yl)-2-(4-methylpiperazin-1-yl)quinazolin-7-yl)acrylamide Methyl-2,2-dimethyl-3,3-diphenyl-4,7,10,13,16-pentaoxa-3-silaoctadecan-18-oate COC(COCCOCCOCCOCCO[Si](C(C)(C)C)(C1=CC=CC=C1)C1=CC=CC=C1)=O.N[C@H]1CN(CC1)C1=NC(=NC2=CC(=CC=C12)NC(C=C)=O)N1CCN(CC1)C